COCC1(CCN(CC1)CCC=1SC=CC1)N(C(CC)=O)C1=CC=CC=C1 N-[4-(methyloxymethyl)-1-[2-(2-thienyl)ethyl]-4-piperidinyl]-N-phenyl-propanamide